C(CCC(=O)OCC(=O)[C@]1(CC[C@H]2[C@@H]3CCC4=CC(C=C[C@@]4([C@H]3C(C[C@]12C)=O)C)=O)O)(=O)OCCCCCCCC\C=C/CCCCCCCC oleyl (2-((8S,9S,10R,13S,14S,17R)-17-hydroxy-10,13-dimethyl-3,11-dioxo-6,7,8,9,10,11,12,13,14,15,16,17-dodecahydro-3H-cyclopenta[a]phenanthren-17-yl)-2-oxoethyl) succinate